3-methylquinuclidin CC1CN2CCC1CC2